C(C1=CC=CC=C1)(=O)C1OCOC1C 4-benzoyl-5-methyl-1,3-dioxolane